CN1C(NCC1)=O (4S)-1-methyl-2-oxoimidazoline